C(C)(C)(C)OC(=O)[C@@]1(NCCOC1)C=1C=C(C=C2CCN(CC12)C(=O)N1[C@H](COCC1)C)Cl (R)-3-(6-chloro-2-((S)-3-methylmorpholine-4-carbonyl)-1,2,3,4-tetrahydroisoquinolin-8-yl)morpholine-3-carboxylic acid tert-butyl ester